4-(2-N-tert-butoxycarbonyl-hydrazino)benzoic acid C(C)(C)(C)OC(=O)NNC1=CC=C(C(=O)O)C=C1